C(C)(C)(C)C=1C=C(CN(C(CN(S(=O)(=O)C2=C(C(=C(C(=C2F)F)F)F)F)CC=2C=NC=CC2C(F)(F)F)=O)C2=C(C=C(C(=O)O)C=C2)OC)C=C(C1)C1CC1 4-(N-(3-(tert-butyl)-5-cyclopropylbenzyl)-2-(N-((4-(trifluoromethyl)pyridin-3-yl)methyl)-(2,3,4,5,6-pentafluoro-phenyl)sulfonamido)acetamido)-3-methoxybenzoic acid